C(C)(C)(C)OC(=O)N([C@@H](C(=O)O)CC(=O)OC)CCC(=O)OC (2R)-2-[(tert-butoxycarbonyl)(3-methoxy-3-oxopropyl)amino]-4-methoxy-4-oxobutanoic acid